2',2-dimethyladenosine C[C@@]1([C@@H](O[C@@H]([C@H]1O)CO)N1C=NC=2C(N)=NC(=NC12)C)O